BrC=1C=C2SC=3C=CC(=CC3SC2=CC1)C=1C=CC=2N(C3=CC=CC=C3C2C1)C1=CC=CC=C1 3-(7-bromothianthrene-2-yl)-9-phenyl-9H-carbazole